BrC=1C(=NC(=NC1)NC1=C(C=C(C(=C1)C)N1CCC(CC1)N1CCN(CC1)C)OC)NC1=CC(=CC=2CCOC21)Br 5-Bromo-N4-(5-bromo-2,3-dihydrobenzofuran-7-yl)-N2-(2-methoxy-5-methyl-4-(4-(4-Methylpiperazin-1-yl)piperidin-1-yl)phenyl)pyrimidine-2,4-diamine